3-[6,7-dimethyl-2-[(2R,6S)-2-methyl-6-(1-methyl-6-oxo-3-pyridyl)morpholin-4-yl]pteridin-4-yl]bicyclo[1.1.1]pentane-1-carbonitrile CC=1N=C2C(=NC(=NC2=NC1C)N1C[C@H](O[C@H](C1)C1=CN(C(C=C1)=O)C)C)C12CC(C1)(C2)C#N